C1(=CC=CC=C1)C1=CN=C(O1)C=1C(=NC=C(C1)C=1C=NN(C1)C1CCNCC1)N 3-(5-phenyloxazol-2-yl)-5-(1-(piperidin-4-yl)-1H-pyrazol-4-yl)pyridin-2-amine